1-(3-bromophenylethyl)-3-phenylurea BrC=1C=C(C=CC1)CCNC(=O)NC1=CC=CC=C1